Cl.ClC1=C(C=CC=C1)C1(CCNCC1)C#N 4-(2-chlorophenyl)piperidine-4-carbonitrile hydrochloride